NC1=C(C(=NC=N1)C=1C=NN(C1)[C@@H](CN)C1=CC=C(C=C1)C(F)(F)F)C1=CC=C(C=C1)Cl (2R)-2-{4-[6-Amino-5-(p-chlorophenyl)-4-pyrimidinyl]-1H-pyrazol-1-yl}-2-[p-(trifluoromethyl)phenyl]ethanamine